2-amino-4-(ethylsulfanyl)butyric acid NC(C(=O)O)CCSCC